FC1=C(C=C(C=C1)F)[C@H]1N(CC[C@H](C1)NC)C(=O)N1CC2(CCCC2)[C@@H](CC1)CN1C=NC(=CC1=O)C1=C(C=CC=C1)OC 3-(((R)-7-((2S,4R)-2-(2,5-Difluorophenyl)-4-(methylamino)piperidine-1-carbonyl)-7-azaspiro[4.5]decan-10-yl)methyl)-6-(2-methoxyphenyl)pyrimidin-4(3H)-one